(R)-6-(4-(4-aminobut-1-yn-1-yl)-2,6-difluorophenyl)-5-chloro-N-(3,3-dimethylbutan-2-yl)-[1,2,4]triazolo[1,5-a]pyrimidin-7-amine hydrochloride Cl.NCCC#CC1=CC(=C(C(=C1)F)C=1C(=NC=2N(C1N[C@H](C)C(C)(C)C)N=CN2)Cl)F